triglycerol tricaprate OC(=O)CCCCCCCCC.OC(=O)CCCCCCCCC.OC(=O)CCCCCCCCC.OCC(O)CO.OCC(O)CO.OCC(O)CO